C1(CC1)NC(C1=C(C=C(C=C1OC)C1=CN=C2N1C=CC(=C2)C(CN(C)CCO)(C)O)OC(F)F)=O N-cyclopropyl-2-(difluoromethoxy)-4-[7-[1-hydroxy-2-[2-hydroxyethyl-(methyl)amino]-1-methyl-ethyl]imidazo[1,2-a]pyridin-3-yl]-6-methoxy-benzamide